C1[C@H](N=C(S1)C2=NC3=C(S2)C=C(C=C3)O)C(=O)O The molecule is a 1,3-thiazolemonocarboxylic acid consisting of 3,5-dihydrothiophene-4-carboxylic acid having a 6-hydroxybenzothiazol-2-yl group at the 2-position. It has a role as a luciferin and an animal metabolite. It is a 1,3-thiazolemonocarboxylic acid, a member of benzothiazoles and an imidothioate. It is a conjugate acid of an ent-Photinus luciferin(1-). It is an enantiomer of a Photinus luciferin.